tert-butyl (2-(1-ethoxyvinyl)pyrimidin-4-yl)carbamate C(C)OC(=C)C1=NC=CC(=N1)NC(OC(C)(C)C)=O